butyl (5-chloropyrazin-2-yl)carbamate ClC=1N=CC(=NC1)NC(OCCCC)=O